N[C@H](C(=O)N1[C@@H](CCC1)C(=O)N[C@@H](CC1=NC=CC=C1)C1=CC=CC=C1)C(C)C (S)-1-((S)-2-amino-3-methylbutanoyl)-N-((S)-1-phenyl-2-(pyridin-2-yl)ethyl)pyrrolidine-2-carboxamide